1-bromo-6-methyl-3-(trideuteriomethyl)imidazo[1,5-a]pyrazin-8-amine BrC=1N=C(N2C1C(=NC(=C2)C)N)C([2H])([2H])[2H]